8-(2-chloro-4-(2-(piperazin-1-yl)ethoxy)phenyl)-6-(1-methylcyclopropoxy)-9-phenethyl-9H-purine ClC1=C(C=CC(=C1)OCCN1CCNCC1)C=1N(C2=NC=NC(=C2N1)OC1(CC1)C)CCC1=CC=CC=C1